N[C@H](C1CCN(CC1)C(=O)C=1C=C2CC(NC2=CC1)=O)C1=C(C=C(C(=C1)Cl)C)O 5-[4-[(R)-amino(5-chloro-2-hydroxy-4-methylphenyl)methyl]piperidine-1-carbonyl]-1,3-dihydroindol-2-one